tert-butyl (1S)-1-{[(S)-2-methylpropan-2-sulfinyl] amino}-7-azaspiro[3.5]nonane-7-carboxylate CC(C)(C)[S@](=O)N[C@H]1CCC12CCN(CC2)C(=O)OC(C)(C)C